C(C1=CC=CC=C1)C1N(CCN(C1)CC(=O)C1CCC(CC1)NC(=O)OC(C)(C)C)C(=O)OC[C@@H]1OC(O[C@@H]1C1=C(C=CC=C1)Cl)(C)C ((4S,5R)-5-(2-chlorophenyl)-2,2-dimethyl-1,3-dioxolan-4-yl)methanol benzyl-4-[2-[4-(tert-butoxycarbonylamino)cyclohexyl]-2-oxo-ethyl]piperazine-1-carboxylate